FC1=CC=C(C=C1)[Ga] (4-fluorophenyl)gallium